C([C@H](O)C)(=O)OC |r| (R/S)-methyl lactate